FC1=CC(=C(C=C1)C=1C2=C(C(=NC1N1CCC3(CN(C3)C(C=C)=O)CC1)C=1C=C3C=NN(C3=CC1)C)C=CS2)OCCOC 1-[7-[7-[4-fluoro-2-(2-methoxyethoxy)phenyl]-4-(1-methylindazol-5-yl)thieno[3,2-c]pyridin-6-yl]-2,7-diazaspiro[3.5]nonan-2-yl]prop-2-en-1-one